BrC1=CC=CC(=C1C=O)OC1=CC(=CC(=C1)F)F 6-bromo-2-(3,5-difluorophenoxy)benzaldehyde